1-(3,5-Difluoro-phenyl)-1H-[1,2,3]triazole-4-carboxylic acid {2-[4-(5-chloro-pyridin-3-yloxy)-piperidin-1-yl]-2-oxo-ethyl}-amide ClC=1C=C(C=NC1)OC1CCN(CC1)C(CNC(=O)C=1N=NN(C1)C1=CC(=CC(=C1)F)F)=O